C1(CC1)CNC1=CC=C(C=C1)C1=C2C(=NC=C1)NC=C2 4-(4-((cyclopropylmethyl)amino)phenyl)-1H-pyrrolo[2,3-b]pyridin